(S)-2-((tert-butyloxycarbonyl)amino)-3-((S)-2-oxopiperidin-3-yl)propanoic acid methyl ester COC([C@H](C[C@H]1C(NCCC1)=O)NC(=O)OC(C)(C)C)=O